N-(dodecyl-behenyl)acrylamide C(CCCCCCCCCCC)CCCCCCCCCCCCCCCCCCCCCCNC(C=C)=O